O=C1C=C(N=C2N1C=CC=C2)C(=O)NCC=2N=C1N(C=C(C=C1)CNCC1CN(CCC1)C(=O)OC(C)(C)C)C2 tert-butyl 3-{[({2-[({4-oxo-4H-pyrido[1,2-a]pyrimidin-2-yl}formamido)methyl]imidazo[1,2-a]pyridin-6-yl}methyl)amino]methyl}piperidine-1-carboxylate